5-(methylcarbamoyl)-6-oxo-1-(1-(m-tolyl)ethyl)-1,6-dihydropyridine-3-carboxylic acid CNC(=O)C1=CC(=CN(C1=O)C(C)C=1C=C(C=CC1)C)C(=O)O